2-(2-(difluoromethoxy)-7-methylquinoxalin-5-yl)-5-(1H-indol-6-yl)thiazole FC(OC1=NC2=CC(=CC(=C2N=C1)C=1SC(=CN1)C1=CC=C2C=CNC2=C1)C)F